N-[5-(3,5-dimethyl-1H-pyrazol-4-yl)-3-methoxy-2-pyridyl]-5-methyl-3-phenyl-isoxazole-4-carboxamide CC1=NNC(=C1C=1C=C(C(=NC1)NC(=O)C=1C(=NOC1C)C1=CC=CC=C1)OC)C